nickel cobalt iron (hydrogen) oxide O.[Fe].[Co].[Ni]